BrC1=C(C=C(C=C1)CCC#N)F 3-(4-bromo-3-fluorophenyl)propionitrile